tert-butyl 3-(3-fluoro-4-methoxyphenyl)-3-(5-(hydroxymethyl)-1-((2-(trimethylsilyl)ethoxy)methyl)-1H-pyrazol-3-yl)propanoate FC=1C=C(C=CC1OC)C(CC(=O)OC(C)(C)C)C1=NN(C(=C1)CO)COCC[Si](C)(C)C